(2-methoxyethyl)-6-methyl-4-[(1-methylcyclopropyl)amino]furo[2,3-d]pyrimidine-5-carboxamide COCCC=1N=C(C2=C(N1)OC(=C2C(=O)N)C)NC2(CC2)C